CS(=O)(=O)C[C@@H]1[C@H](N(C1)C=1C=CC(=C2C=C(N=CC12)NC1=NC(=NC=C1)N1C[C@H]([C@@H](CC1)OC)O)C(C)C)C (3R,4R)-1-[4-({8-[(2R,3S)-3-(methanesulfonylmeth-yl)-2-methylazetidin-1-yl]-5-(propan-2-yl)isoquinolin-3-yl}amino)pyrimidin-2-yl]-4-methoxypiperidin-3-ol